NC=1C=C(C(F)(F)F)C=CC1I 3-amino-4-iodotrifluorotoluene